4-(4-(4-((tert-Butoxycarbonyl)amino)-1-methyl-1H-pyrrole-2-carboxamido)phenyl)-1-methyl-1H-pyrrole-2-carboxylic acid C(C)(C)(C)OC(=O)NC=1C=C(N(C1)C)C(=O)NC1=CC=C(C=C1)C=1C=C(N(C1)C)C(=O)O